3,5-difluoro-2,4-dihydroxy-benzaldehyde FC=1C(=C(C=O)C=C(C1O)F)O